COC=1C=C2C(=NN=C(C2=CC1OC)N)C 6,7-dimethoxy-4-methylphthalazin-1-amine